FC1=C(N=CC2=C1N=C(N=C2N2CC1CCC(C2)N1C(=O)OC(C)(C)C)OCC=O)C1=CC(=CC2=CC=C(C(=C12)C#C[Si](C(C)C)(C(C)C)C(C)C)F)O tertbutyl 3-[8-fluoro-7-[7-fluoro-3-hydroxy-8-(2-triisopropylsilylethynyl)-1-naphthyl]-2-(2-oxoethoxy)pyrido[4,3-d]pyrimidin-4-yl]-3,8-diazabicyclo[3.2.1]octane-8-carboxylate